(6-aminopyridin-3-yl)-N2-(3,5-difluorophenyl)-N4-isopropyl-1,3,5-triazine-2,4-diamine NC1=CC=C(C=N1)C1=NC(=NC(=N1)NC1=CC(=CC(=C1)F)F)NC(C)C